O=[Pt-2]=O diketoplatinum (II)